ethyl-carboxamid C(C)C(=O)N